(sulfamoylamino)piperidine-1,3-dicarboxylic acid 1-benzyl 3-methyl ester COC(=O)C1C(N(CCC1)C(=O)OCC1=CC=CC=C1)NS(N)(=O)=O